ClC1=C(C=C(C=C1)C1CCC(CC1)C1=CC(=C(N)C=C1F)OC)F 4-((1R,4R)-4-(4-chloro-3-fluorophenyl)cyclohexyl)-5-fluoro-2-methoxyaniline